8-chloro-2,3-dihydro-1H-quinolin-4-one ClC=1C=CC=C2C(CCNC12)=O